6-amino-4-((2-methoxycyclobutyl)amino)nicotinonitrile NC1=NC=C(C#N)C(=C1)NC1C(CC1)OC